Ethyl 5-(2-((7-(5-methyl-1,2,4-oxadiazol-3-yl)isoquinolin-1-yl)amino)ethyl)-4-oxo-4,5,6,7-tetrahydrothieno[3,2-c]pyridine-2-carboxylate CC1=NC(=NO1)C1=CC=C2C=CN=C(C2=C1)NCCN1C(C2=C(CC1)SC(=C2)C(=O)OCC)=O